3-aminopropyl (E)-3-(4-methoxyphenyl)acrylate hydrochloride Cl.COC1=CC=C(C=C1)/C=C/C(=O)OCCCN